BrCC1=CC=C(C=C1)C1=NC=C(C=C1)OC(F)F 2-[4-(Bromomethyl)phenyl]-5-(difluoromethoxy)pyridine